NCCNC=1C=CC=C2C=CC=C(C12)S(=O)(=O)[O-].[Na+] sodium 8-(2-aminoethylamino)-1-naphthalenesulfonate